C1(CC1)CC(=O)NC1=CSC(=C1)C1=NC(=CN=C1)C=1C=CC2=C(OCCN2C(=O)C2CCN(CC2)C)C1 2-cyclopropyl-N-(5-(6-(4-(1-methylpiperidin-4-carbonyl)-3,4-dihydro-2H-benzo[b][1,4]oxazin-7-yl)pyrazin-2-yl)thiophen-3-yl)acetamide